N-(2-((5-Chloro-2-((2-(methoxy-d3)-4-(4-(4-methylpiperazin-1-yl)piperidin-1-yl)phenyl)amino)pyrimidin-4-yl)amino)phenyl)-N-methylmethanesulfonamide ClC=1C(=NC(=NC1)NC1=C(C=C(C=C1)N1CCC(CC1)N1CCN(CC1)C)OC([2H])([2H])[2H])NC1=C(C=CC=C1)N(S(=O)(=O)C)C